C(C)(C)(C)OC(=O)N1CCC(CC1)C=1OC2=C(N1)C=CC(=C2)Br 4-(6-bromo-1,3-benzoxazol-2-yl)piperidine-1-carboxylic acid tert-butyl ester